C[C@]12[C@H]3CC[C@@]4([C@H](CC[C@H]4[C@@H]3CC[C@@H]2C[C@@H](CC1)O)[C@H](C)[C@@H](C(F)(F)F)O)C (3R,5R,8R,9S,10S,13S,14S,17R)-10,13-dimethyl-17-((2S,3S)-4,4,4-trifluoro-3-hydroxybutan-2-yl)hexadecahydro-1H-cyclopenta[a]phenanthren-3-ol